C(C)(C)N1N=C(C=C1)C=1C=C(C#N)C=CC1C(=O)N1CCC2(CCO2)CC1 3-(1-isopropylpyrazol-3-yl)-4-(1-oxa-7-azaspiro[3.5]nonane-7-carbonyl)benzonitrile